C(C)(=O)OCCN1N=NN=C1SC1=C(C=C(C=C1)[N+](=O)[O-])C(NC1=NC=C(C=C1F)C(C(C(F)(F)F)(F)F)(F)F)=O 2-[5-[2-[[3-fluoro-5-(1,1,2,2,3,3,3-heptafluoropropyl)-2-pyridyl]carbamoyl]-4-nitro-phenyl]sulfanyltetrazol-1-yl]ethyl acetate